1-(3,4-difluorophenyl)ethanone FC=1C=C(C=CC1F)C(C)=O